sulpho-calcium S(=O)(=O)(O)[Ca]